ClC=1C=C(C#N)C=C(C1)CC1N2C[C@H](C[C@H]2CCC1)CO 3-chloro-5-(((2S,8aR)-2-(hydroxymethyl)octahydroindolizin-5-yl)methyl)benzonitrile